F[C@@]1(CN(CC[C@H]1O)C1=NC=CC(=N1)NC=1N=CC2=C(C=CC(=C2C1)C(C)C)N1[C@@H]([C@H](C1)CS(=O)(=O)C)C)C (3R,4R)-3-fluoro-1-[4-({8-[(2R,3S)-3-(methanesulfonylmeth-yl)-2-methylazetidin-1-yl]-5-(propan-2-yl)isoquinolin-3-yl}amino)pyrimidin-2-yl]-3-methylpiperidin-4-ol